[Si](C)(C)(C(C)(C)C)OC[C@H]1C[C@H]([C@H]2[C@@H]1OC(O2)(C)C)N2C=C(C1=C2N=C(N=C1)Cl)I 7-((3as,4R,6R,6aR)-6-(((tert-butyldimethylsilyl)oxy)methyl)-2,2-dimethyltetrahydro-4H-cyclopenta[d][1,3]dioxol-4-yl)-2-chloro-5-iodo-7H-pyrrolo[2,3-d]pyrimidine